C1(CCCCC1)N(C)CC1=NN=NN1C=1C=CC(=C(C#N)C1)C 5-(5-((cyclohexyl(methyl)amino)methyl)-1H-tetrazol-1-yl)-2-methylbenzonitrile